(S)-(5-((2-amino-2,4-dimethylpentyl)oxy)-6-methyl-[2,4'-bipyridyl]-2'-yl)carbamic acid methyl ester COC(NC1=NC=CC(=C1)C1=NC(=C(C=C1)OC[C@@](CC(C)C)(C)N)C)=O